3-bromo-1-(1-(difluoromethyl)-1H-pyrazol-4-yl)-1H-pyrazolo[3,4-c]pyridine BrC1=NN(C2=CN=CC=C21)C=2C=NN(C2)C(F)F